C(C(C)(C)C)[SiH](O[Si](C)(C)O[SiH](C)C)O[SiH](C)C neopentyl-(dimethylsilyloxy)[(dimethylsiloxy)dimethylsiloxy]silane